(2S)-2-(5-(tert-butoxycarbonyl)-1,6-dimethyl-3-oxo-2,5-diazaspiro[3.4]octan-2-yl)-3-hydroxypropanoic acid C(C)(C)(C)OC(=O)N1C2(C(N(C2C)[C@H](C(=O)O)CO)=O)CCC1C